NC1=CC=C(OC2=C(OC3C4C5=C(C3CC4)C=C(C=C5)OC5=C(C=CC=C5)OC5=CC=C(C=C5)N)C=CC=C2)C=C1 3,6-bis(4-aminophenoxyphenoxy)benzonorbornene